(2-hydroxy-3,3-dimethylbutyl)urea OC(CNC(=O)N)C(C)(C)C